CC=1C=C(C=CC1C)C1C(OC2=C1C=CC=C2)=O 3-(3,4-dimethylphenyl)benzofuran-2(3H)-one